tert-butyl (S)-4-(7-chloro-6-fluoro-1-(4-isopropyl-2-methylpyridin-3-yl)-2-oxo-1,2-dihydropyrido[2,3-d]pyrimidin-4-yl)-3-methylpiperazine-1-carboxylate ClC=1C(=CC2=C(N(C(N=C2N2[C@H](CN(CC2)C(=O)OC(C)(C)C)C)=O)C=2C(=NC=CC2C(C)C)C)N1)F